CN1C(N(C2=C1C(=CC=C2)CN2CCC(CC2)CC2CCNCC2)C2C(NC(CC2)=O)=O)=O 3-[3-Methyl-2-oxo-4-[[4-(4-piperidylmethyl)-1-piperidyl]methyl]benzimidazol-1-yl]piperidine-2,6-dione